ClC=1C(=NC(=NC1)NC1=CC=NC=C1)NC1=CC(=CC=C1)C(F)(F)F 5-chloro-N2-(pyridin-4-yl)-N4-(3-(trifluoromethyl)phenyl)pyrimidine-2,4-diamine